C(CC)N1CCN(CC1)C(=O)C1=CC=C(C=C1)C1=CC(=C2C(C=C(OC2=C1)C1=CC=CC=C1)=O)O 7-(4-(4-propylpiperazine-1-carbonyl)phenyl)-5-hydroxy-2-phenyl-4H-chromen-4-one